N4-(3-(dimethylamino)propyl)-N2-(4-ethylphenethyl)quinazoline-2,4-diamine CN(CCCNC1=NC(=NC2=CC=CC=C12)NCCC1=CC=C(C=C1)CC)C